CN(CCCNC1=CC(=NC2=CC=CC=C12)C1=CC=C(C=C1)N1CCN(CC1)C)C 4-(4-(4-((3-(dimethylamino)propyl)amino)quinolin-2-yl)phenyl)-1-methylpiperazin